C(C1=CC=CC=C1)NC(=O)[C@H]1CC12CCN(CC2)C(=O)[O-] (S)-1-(benzylcarbamoyl)-6-azaspiro[2.5]octane-6-carboxylate